ClC1=CC=C(C=C1)[C@H](C(=O)N1CCN(CC1)C=1C2=C(N=CN1)[C@@H](C[C@H]2C)O)CNCCOC (S)-2-(4-chlorophenyl)-1-(4-((5R,7R)-7-hydroxy-5-methyl-6,7-dihydro-5H-cyclopenta[d]pyrimidin-4-yl)piperazin-1-yl)-3-(2-methoxyethylamino)propan-1-one